3-methyl-2-oxa-8-azaspiro[4.5]decan-4-amine dihydrochloride Cl.Cl.CC1OCC2(C1N)CCNCC2